tert-butyl-(3R)-3-[7-chloro-3-(2-fluoro-6-methyl-phenyl)-2-oxo-4H-pyrimido[4,5-d]pyrimidin-1-yl]piperidine-1-carboxylate C(C)(C)(C)OC(=O)N1C[C@@H](CCC1)N1C(N(CC=2C1=NC(=NC2)Cl)C2=C(C=CC=C2C)F)=O